tert-butyl (4R)-4-(1-(2,6-dioxopiperidin-3-yl)-3-methyl-2-oxo-2,3-dihydro-1H-benzo[d]imidazol-5-yl)-3,3-difluoropiperidine-1-carboxylate O=C1NC(CCC1N1C(N(C2=C1C=CC(=C2)[C@@H]2C(CN(CC2)C(=O)OC(C)(C)C)(F)F)C)=O)=O